C(C)(C)(C)OC(=O)NCCCCCN1C(=NC2=C1C=CC(=C2)CO[Si](C(C)C)(C(C)C)C(C)C)NC(=O)C=2C=C(C(=O)OC)C=CC2 methyl 3-((1-(5-((tert-butoxycarbonyl)amino)pentyl)-5-(((triisopropylsilyl)oxy)methyl)-1H-benzo[d]imidazol-2-yl)carbamoyl)benzoate